11H-benzo[4,5]thieno[3,2-b]carbazole C1=CC=CC2=C1C1=CC=3NC4=CC=CC=C4C3C=C1S2